(+/-)-4-(3-(2-chloro-4-((methylsulfonyl)methyl)phenyl)-1,4-oxazepan-4-yl)-6-methylpyrimidin-2-amine ClC1=C(C=CC(=C1)CS(=O)(=O)C)[C@@H]1COCCCN1C1=NC(=NC(=C1)C)N |r|